C(C1=CC=CC=C1)OC(=O)C=1N(C=CC1C1=CC(=CC(=C1)OC)[C@@H](C)NC(C1=C(C=CC(=C1)N1C[C@H]2CC[C@@H](C1)N2CC2CC2)C)=O)C [3-[(1R)-1-[[5-[(1R,5S)-8-(cyclopropylmethyl)-3,8-diazabicyclo[3.2.1]oct-3-yl]-2-methyl-benzoyl]amino]ethyl]-5-methoxy-phenyl]-1-methyl-pyrrole-2-carboxylic acid benzyl ester